(S)-ethyl 8-(2-amino-6-((R)-1-(3,4-dihydroquinazolin-6-yl)-2,2,2-trifluoroethoxy)pyrimidin-4-yl)-2,8-diazaspiro[4.5]decane-3-carboxylate NC1=NC(=CC(=N1)N1CCC2(C[C@H](NC2)C(=O)OCC)CC1)O[C@@H](C(F)(F)F)C=1C=C2CNC=NC2=CC1